FC=1C(=NC=CC1)OC1=CC=C2C(=C(C(OC2=C1)=O)CC1=C(C(=NC=C1)NS(=O)C)OC)C 7-[(3-fluoro-2-pyridinyl)oxy]-3-[[3-methoxy-2-(methylsulfinylamino)-4-pyridinyl]methyl]-4-methyl-chromen-2-one